ClC1=CC=2[C@@](C3=CC=CC=C3C2C=C1)(C(=O)N1[C@H]2CC([C@@H]([C@@H]1C(=O)N[C@@H](C[C@@H]1C(NCCC1)=O)C#N)CC2)(F)F)O (1R,3R,4R)-2-((S)-2-chloro-9-hydroxy-9H-fluorene-9-carbonyl)-N-((S)-1-cyano-2-((R)-2-oxopiperidin-3-yl)ethyl)-5,5-difluoro-2-azabicyclo[2.2.2]octane-3-carboxamide